(2S,3R)-3-amino-4-(4-(trifluoromethyl)-2-hydroxybutanamido)-2-(3-(trifluoromethoxy)phenyl)acetic acid N[C@]1(CC(=CC=C1NC([C@H](CCC(F)(F)F)O)=O)CC(=O)O)OC(F)(F)F